O[C@H](CN1CCN(CC1)C1=CC=C(C=N1)C=1C=2N(C=C(N1)C=1C=NN(C1)C)N=CC2C#N)C (S)-4-(6-(4-(2-Hydroxypropyl)piperazin-1-yl)pyridin-3-yl)-6-(1-methyl-1H-pyrazol-4-yl)pyrazolo[1,5-a]pyrazine-3-carbonitrile